N-(isoxazol-5-ylmethyl)-2-(3-(4-methoxyphenyl)-6-oxopyridazin-1(6H)-yl)acetamide O1N=CC=C1CNC(CN1N=C(C=CC1=O)C1=CC=C(C=C1)OC)=O